C(#N)C[C@@H]1N(CCN(C1)C=1C2=C(N=C(N1)OC[C@H]1CNC(CO1)(C)C)CN(CC2)C2=CC=CC1=CC=CC=C21)C(=O)OCC2=CC=CC=C2 benzyl (S)-2-(cyanomethyl)-4-(2-(((R)-5,5-dimethylmorpholin-2-yl)methoxy)-7-(naphthalen-1-yl)-5,6,7,8-tetrahydropyrido[3,4-d]pyrimidin-4-yl)piperazine-1-carboxylate